3-cyclopropyl-2-methoxy-4-(trifluoromethyl)pyridine C1(CC1)C=1C(=NC=CC1C(F)(F)F)OC